NC1=NC=NN2C1=CC=C2[C@H]2[C@@H]([C@@H]([C@@](O2)(CF)COP(=O)(OC2=CC=CC=C2)N[C@@H](C)C(=O)OCC2(CC2)C)O)O (1-methylcyclopropyl)methyl ((((2R,3S,4R,5S)-5-(4-aminopyrrolo[2,1-f][1,2,4]triazin-7-yl)-2-(fluoromethyl)-3,4-dihydroxytetrahydrofuran-2-yl)methoxy)(phenoxy)phosphoryl)-L-alaninate